N-ethoxycarbonyl-piperidone C(C)OC(=O)N1C(CCCC1)=O